CC([C@@H](C(=O)OC)N(C(=O)C1CC(C1)C#CC1=NC=CC=C1)C)C methyl (2S)-3-methyl-2-[methyl-[3-[2-(2-pyridyl)ethynyl]cyclobutanecarbonyl]amino]butanoate